C1=CC=C2C(=C1)C3=NC4=C5C=C(C(=C(C5=C(N4)N=C6C7=CC=CC=C7C(=N6)N=C8C9=CC=CC=C9C(=NC2=N3)N8N)N)N)N tetraaminophthalocyanine